1-(2-Amino-4,6-di(2-propanyl)-5-pyrimidinyl)-6-chloro-7-(2-fluorophenyl)-4-((2S)-2-methyl-4-(2-propenoyl)-1-piperazinyl)pyrido[2,3-d]pyrimidin-2(1H)-one NC1=NC(=C(C(=N1)C(C)C)N1C(N=C(C2=C1N=C(C(=C2)Cl)C2=C(C=CC=C2)F)N2[C@H](CN(CC2)C(C=C)=O)C)=O)C(C)C